C(C)[C@H]1C([C@H]2[C@@H]3CC[C@H]([C@@H](CCC)C)[C@]3(CC[C@@H]2[C@]2(CC[C@H](C[C@@H]12)O)C)C)=O (3α,5β,6α)-6-ethyl-3-hydroxy-7-oxo-cholan